Cl.N[C@@H](C(=O)NC1CCC(CC1)N1N=C(C=2C1=NC=NC2N)C2=CC=C(C=C2)OC2=CC=CC=C2)CC (R)-2-amino-N-(4-(4-amino-(4-phenoxyphenyl)-1H-pyrazolo[3,4-d]pyrimidin-1-yl)cyclohexyl)-Butanamide hydrochloride